N-(2-(1-(4-(2,4-dioxotetrahydropyrimidin-1(2H)-yl)benzyl)piperidin-4-yl)-6-methoxy-2H-indazol-7-yl)-3-(trifluoromethyl)benzamide O=C1N(CCC(N1)=O)C1=CC=C(CN2CCC(CC2)N2N=C3C(=C(C=CC3=C2)OC)NC(C2=CC(=CC=C2)C(F)(F)F)=O)C=C1